iron (II) sodium tartrate C(=O)([O-])C(O)C(O)C(=O)[O-].[Na].[Fe+2]